ClC=1C=C(C=NC1N1N=CC=N1)NC(=O)C=1C=NN(C1C(F)(F)F)C1=CN=C(C2=CC=CC=C12)COC N-(5-chloro-6-(2H-1,2,3-triazol-2-yl)pyridin-3-yl)-1-(1-(methoxymethyl)isoquinolin-4-yl)-5-(trifluoromethyl)-1H-pyrazole-4-carboxamide